N1C=C(C2=CC=CC=C12)CC(CCCC)N 1-(1H-indol-3-yl)hexane-2-amine